2'-chloro-N-(5-(6-(difluoromethyl)-3-methoxypicolinoyl)-5,6-dihydro-4H-pyrrolo[3,4-d]thiazol-2-yl)-5'-methoxy-6-methyl-[4,4'-bipyridine]-3-carboxamide ClC1=NC=C(C(=C1)C1=C(C=NC(=C1)C)C(=O)NC=1SC2=C(N1)CN(C2)C(C2=NC(=CC=C2OC)C(F)F)=O)OC